3-cyclopropyl-N-methyl-1-(6-(1-methyl-1H-pyrazol-4-yl)-1H-pyrrolo[3,2-c]pyridin-3-yl)-5,6-dihydroimidazo[1,5-a]pyrazine-7(8H)-carboxamide C1(CC1)C1=NC(=C2N1CCN(C2)C(=O)NC)C2=CNC1=C2C=NC(=C1)C=1C=NN(C1)C